C=C\C(\C)=C/CC=C(C)C Z-beta-ocimene